2-methyl-propionic acid 1-vinyl-1,5-dimethyl-4-hexenyl ester C(=C)C(CCC=C(C)C)(C)OC(C(C)C)=O